FC(C=1C=C(C=C(C1)C(F)(F)F)C1=NNC=C1)(F)F 3-(3,5-bis(trifluoromethyl)phenyl)-1H-pyrazole